N-(3-((5-(3-chloro-4-fluorophenyl)-2-((1-(2-hydroxyethyl)-1H-pyrazol-4-yl)amino)pyrimidin-4-yl)amino)-4-fluorophenyl)acrylamide ClC=1C=C(C=CC1F)C=1C(=NC(=NC1)NC=1C=NN(C1)CCO)NC=1C=C(C=CC1F)NC(C=C)=O